OC[C@H]1OC[C@@H]([C@@H]1O)O (2R,3S,4S)-2-hydroxymethyl-tetrahydrofuran-3,4-diol